CC1=NC=C(C(=O)N2CC3(C2)CC(C3)NC(NCC3=CC=C(C(=O)N)C=C3)=O)C=C1 4-((3-(2-(6-methylnicotinoyl)-2-azaspiro[3.3]heptan-6-yl)ureido)methyl)benzamide